Methyl (R*)-4-(4-(3-amino-6-(2-hydroxyphenyl)pyridazin-4-yl)morpholin-2-yl)-2,5-dimethylbenzoate NC=1N=NC(=CC1N1C[C@H](OCC1)C1=CC(=C(C(=O)OC)C=C1C)C)C1=C(C=CC=C1)O |o1:9|